nickel oxalate lithium [Li+].C(C(=O)[O-])(=O)[O-].[Ni+2]